C[C@@]12CCCC[C@H]2CC[C@@H]1C#CC#C[Si](C)(C)C.[P].[Ca].[Si] Silicon-calcium phosphorus (1S,3aS,7aS,E)-7a-Methyl-1-[(trimethylsilyl)buta-1,3-diyn-1-yl]octahydro-4H-inden